tetrahydro-4H-thiopyran-4-one-1,1-dioxide S1(CCC(CC1)=O)(=O)=O